Tert-Butyl 4-((5-chloro-1H-indol-2-yl)methyl)piperazine-1-carboxylate ClC=1C=C2C=C(NC2=CC1)CN1CCN(CC1)C(=O)OC(C)(C)C